N-(tert-butyl)-3-((2-((4-(4-(2-(2,4-dioxotetrahydropyrimidin-1(2H)-yl)benzyl)piperazin-1-yl)phenyl)amino)-5-methylpyrimidin-4-yl)amino)benzenesulfonamide C(C)(C)(C)NS(=O)(=O)C1=CC(=CC=C1)NC1=NC(=NC=C1C)NC1=CC=C(C=C1)N1CCN(CC1)CC1=C(C=CC=C1)N1C(NC(CC1)=O)=O